4-(((4-chloronaphthalen-1-yl)methyl)thio)-1H-1,2,3-triazole-5-carboxylic acid 2,2,2-trifluoroacetate FC(C(=O)O)(F)F.ClC1=CC=C(C2=CC=CC=C12)CSC=1N=NNC1C(=O)O